CC(C)(C)S(=O)(=O)NC1=C(C(=O)NC23CC(C2)(C3)C(F)(F)F)C=C(C=C1)C1=NC=CC=N1 2-((1,1-dimethylethyl)sulfonamido)-5-(pyrimidin-2-yl)-N-(3-(trifluoromethyl)bicyclo[1.1.1]pentan-1-yl)benzamide